CC1=CC(=NO1)N[C@@H](C(SC)C=O)C(=O)N[C@@H](CSC)C(=O)N[C@@H](CC(C)C)C(=O)C1(OC1)C N-5-methylisoxazolyl-3-formyl-S-methyl-L-cysteinyl-S-methyl-L-cysteinyl-L-leucyl-methyloxirane